4a-(4-Methylphenyl)hexahydro-2H-benzo[b][1,4]oxazin-3(4H)-one CC1=CC=C(C=C1)C12C(OCC(N1)=O)CCCC2